C(C)(=O)NC1=NC=CC(=C1)C1=C(N=C(N1)SC)C=1C=CC(=C(C1)NC(C1=CC=CC=C1)=O)F N-(5-(5-(2-acetamidopyridin-4-yl)-2-(methylthio)-1H-imidazol-4-yl)-2-fluorophenyl)benzamide